NC1=CC=C(N=N1)N1CC(CC1)C#N 1-(6-Aminopyridazin-3-yl)pyrrolidine-3-carbonitrile